1,1,1,2,3,5,5,6,6,7,7,7-dodecafluoro-2,4-bis(trifluoromethyl)-3-heptene FC(C(C(=C(C(C(C(F)(F)F)(F)F)(F)F)C(F)(F)F)F)(C(F)(F)F)F)(F)F